C(COCCCCCCCC)S(=O)(=O)O 3-oxaundecane-1-sulfonic acid